C(N)(OC1=C(C(=C(C(=C1)C(F)(F)F)F)C(C)O)CC1=CC=CC=C1)=O (benzyl 4-fluoro-3-(1-hydroxyethyl)-5-(trifluoromethyl) phenyl) carbamate